2,3,7,8,12,13,17,18-Octaethyl-21H,23H-porphine iron (III) [Fe+3].C(C)C1=C2NC(=C1CC)C=C1C(=C(C(=N1)C=C1C(=C(C(N1)=CC=1C(=C(C(N1)=C2)CC)CC)CC)CC)CC)CC